C(C1=CC=CC=C1)N(C=1C(=NC(=C(C1)F)C(C(F)(F)F)OC)OC)CC1=CC=CC=C1 N,N-dibenzyl-5-fluoro-2-methoxy-6-(2,2,2-trifluoro-1-methoxyethyl)pyridin-3-amine